C#CCNC(=O)C1=CC=CC=C1N 2-amino-N-(prop-2-yn-1-yl)benzamide